3-{[(2S)-2-{[(4-bromophenyl)carbamoyl]amino}-3-phenylpropanoyl]amino}propanoic acid BrC1=CC=C(C=C1)NC(=O)N[C@H](C(=O)NCCC(=O)O)CC1=CC=CC=C1